NC=1C(=NC(=CN1)C1=C(C=C(C=C1)NC([C@H](O)C1=CC(=CC(=C1)F)F)=O)C)C(=O)NC1CC1 (R)-3-amino-N-cyclopropyl-6-(4-(2-(3,5-difluorophenyl)-2-hydroxyacetamido)-2-methylphenyl)pyrazine-2-carboxamide